CC(C)(C)OCN1C(CNCC1)=O [(2-methylpropan-2-yl)oxymethyl]piperazin-2-one